2-(4-chloro-1-isopropyl-1H-pyrazol-5-yl)-4-((4-(1-ethyl-4-(trifluoromethyl)-1H-imidazol-2-yl)benzyl)oxy)-4,5,6,7-tetrahydropyrazolo[1,5-a]pyridine ClC=1C=NN(C1C1=NN2C(C(CCC2)OCC2=CC=C(C=C2)C=2N(C=C(N2)C(F)(F)F)CC)=C1)C(C)C